2-(3-cyclohexyl-5-methyl-4,5-dihydroisoxazole-5-yl)acetic acid C1(CCCCC1)C1=NOC(C1)(C)CC(=O)O